N,N'-bis(2-pyridylmethyl)-1,4-diaminobutan-2-ol N1=C(C=CC=C1)CNCC(CCNCC1=NC=CC=C1)O